disodium monohydrogen phosphate P(=O)(O)([O-])[O-].[Na+].[Na+]